6-[5-(4-chlorophenyl)-1-[2-(trifluoromethyl)phenyl]pyrrol-2-yl]-N-[2-(dimethylamino)ethyl]pyridine-3-carboxamide hydrochloride Cl.ClC1=CC=C(C=C1)C1=CC=C(N1C1=C(C=CC=C1)C(F)(F)F)C1=CC=C(C=N1)C(=O)NCCN(C)C